2,4-di(docosyloxy)benzyl alcohol C(CCCCCCCCCCCCCCCCCCCCC)OC1=C(CO)C=CC(=C1)OCCCCCCCCCCCCCCCCCCCCCC